7-benzyl-4-chloro-2-hydroxy-5,6,7,8-tetrahydro-1,7-naphthyridine-3-carbonitrile C(C1=CC=CC=C1)N1CCC=2C(=C(C(=NC2C1)O)C#N)Cl